OC(CC([2H])([2H])OS(=O)(=O)C1=CC=C(C=C1)C)(C)C 3-Hydroxy-3-methylbutyl-1,1-d2-4-methylbenzenesulfonate